O=C1NC(CCC1N1C(C2=CC=C(C=C2C1=O)NCCNC(=O)N1CCC(CC1)N1N=CC(=C1)C1=NC2=CC=CC=C2N=C1)=O)=O N-(2-((2-(2,6-dioxopiperidin-3-yl)-1,3-dioxoisoindolin-5-yl)amino)ethyl)-4-(4-(quinoxalin-2-yl)-1H-pyrazol-1-yl)piperidine-1-carboxamide